methyl 2-(4-(2-(4-chloro-2-fluorophenyl)-2-methylbenzo[d][1,3]dioxol-4-yl)-2-fluorobenzyl)-1-(((S)-oxetan-2-yl)methyl)-1H-thieno[2,3-d]imidazole-5-carboxylate ClC1=CC(=C(C=C1)C1(OC2=C(O1)C=CC=C2C2=CC(=C(CC=1N(C3=C(N1)SC(=C3)C(=O)OC)C[C@H]3OCC3)C=C2)F)C)F